(3S,6S,7R)-6-(difluoromethoxy)-12-hydroxy-3-methyl-1,11-dioxo-N-(2,4,6-trifluorobenzyl)-1,4,5,6,7,11-hexahydro-3H-2,7-methanopyrido[1,2-a][1,4]diazonine-10-carboxamide FC(O[C@H]1CC[C@@H](N2C(C=3N([C@@H]1C2)C=C(C(C3O)=O)C(=O)NCC3=C(C=C(C=C3F)F)F)=O)C)F